4-morpholinopiperidin O1CCN(CC1)C1CCNCC1